prenyl diphosphate farnesyl-diphosphate C(C=C(C)CCC=C(C)CCC=C(C)C)OP(O)(=O)OP(=O)(O)O.O(P(O)(=O)OP(=O)(O)O)CC=C(C)C